C(=C)N1C(C(C2=C1C=CN2)=O)=O N-vinylpyrrolopyrroledione